ClC=1C=CC2=C(N=C(O2)C2CC3(CC(C3)NC(CC3CN(C(C3)=O)C)=O)C2)C1 N-[6-(5-chloro-1,3-benzoxazol-2-yl)spiro[3.3]heptan-2-yl]-2-(1-methyl-5-oxo-pyrrolidin-3-yl)acetamide